FC(C=1C=CC(=NC1)I)(F)F 5-Trifluoromethyl-2-iodopyridine